SCCC(=O)O.SCCC(=O)O.SCCC(=O)O.CC(CC)(C)C Trimethyl-propane tris(3-mercaptopropionate)